Cl.Cl.C[C@@H]1OCC2([C@@H]1N)CCNCC2 (3S,4S)-3-methyl-2-oxa-8-azaspiro[4.5]decan-4-amine di-hydrochloride salt